ClC1=C(C=CC=C1)C(C(=O)O)(C)C 2-(2-chloro-phenyl)-2-methylpropanoic acid